N-dodecyl-N,N-dimethylammonium propanesulfonate C(CC)S(=O)(=O)[O-].C(CCCCCCCCCCC)[NH+](C)C